C(C)(C)(C)OC(=O)N1C(C(C=2C=CC=3C=C(N(C3C21)CC2CC2)C(=O)O)(C)C)=O 1-tert-butoxycarbonyl-8-(cyclopropylmethyl)-3,3-dimethyl-2-oxo-pyrrolo[3,2-g]indole-7-carboxylic acid